CC(C(=O)OCC(C)(C1=CC(=C(C=C1)Cl)Cl)NC(NC1=C(C(=CC=C1)CN1C(OC=C1)=N)N)=S)(C)C 2-[({2-amino-3-[(2-imino-2,3-dihydro-1,3-oxazol-3-yl)methyl]phenyl}carbamothioyl)amino]-2-(3,4-dichlorophenyl)propyl 2,2-dimethylpropanoate